ClC=1C2=CC(=CC=C2N=C2CCCCC12)OC1=CC(=CC=C1)OC 9-chloro-7-(3-methoxyphenoxy)-1,2,3,4-tetrahydroacridine